4-(3-amino-4-fluoro-1H-indazol-5-yl)-N-((1R,2S)-2-hydroxycyclopentyl)-3-methylbenzenesulfonamide NC1=NNC2=CC=C(C(=C12)F)C1=C(C=C(C=C1)S(=O)(=O)N[C@H]1[C@H](CCC1)O)C